(E)-N-methyl-N-((3-methylbenzofuran-2-yl)methyl)-3-(7-(4-(methylsulfonyl)piperazin-1-yl)-8-oxo-6,7,8,9-tetrahydro-5H-pyrido[2,3-b]azepin-3-yl)acrylamide CN(C(\C=C\C1=CC2=C(NC(C(CC2)N2CCN(CC2)S(=O)(=O)C)=O)N=C1)=O)CC=1OC2=C(C1C)C=CC=C2